4,6-Di-O-acetyl-3-[4-(4-chlorothiazol-2-yl)-1H-1,2,3-triazol-1-yl]-3-deoxy-D-galactal C(C)(=O)O[C@@H]1[C@@H](C=CO[C@@H]1COC(C)=O)N1N=NC(=C1)C=1SC=C(N1)Cl